OC1CCC(CC1)NC(OC12CC3(CC(CC(C1)C3)C2)NCC(=O)N2CC3=CC=CC=C3C2)=O 3-((2-(isoindolin-2-yl)-2-oxoethyl)amino)adamantan-1-yl ((1r,4R)-4-hydroxycyclohexyl)carbamate